(1S,2S)-N-(6-chloropyrimidin-4-yl)-2-fluorocyclopropane-1-carboxamide ClC1=CC(=NC=N1)NC(=O)[C@H]1[C@H](C1)F